FC=1C=C(C=C(C1O)F)CCN1C[C@H]2[C@@H](C1)CC(C2)OC2=CC=CC=C2 (3as,5s,6ar)-2-(3,5-difluoro-4-hydroxyphenylethyl)-5-phenoxyhexahydrocyclopenta[c]pyrrol